C1CN(C[C@@H]1[NH3+])C2=C(C=C3C(=O)C(=CN(C3=N2)C4=C(C=C(C=C4)F)F)C(=O)O)F The molecule is a 1-[6-carboxy-8-(2,4-difluorophenyl)-3-fluoro-5-oxo-5,8-dihydro-1,8-naphthyridin-2-yl]pyrrolidin-3-aminium having R configuration. It is a conjugate acid of a (R)-tosufloxacin. It is an enantiomer of a (S)-tosufloxacin(1+).